6-hexyloxymethoxy-1,3-dimethylhexylmagnesium bromide C(CCCCC)OCOCCCC(CC(C)[Mg]Br)C